ClC=1C(=C(C(=CC1Cl)Cl)OC(C(=O)OC1=C(C(=C(C=C1Cl)Cl)Cl)C(=O)OCCCC(C)C)=O)C(=O)OCCCC(C)C bis{3,4,6-trichloro-2-[(4-methylpentyloxy)carbonyl] phenyl}-Oxalat